C1(=CC=CC=C1)C1=NNC=N1 phenyl-[1,2,4]triazole